BrC1=CN=C(N=N1)N1C[C@@H](CC1)NC(C)(C)C (3R)-1-(6-bromo-1,2,4-triazin-3-yl)-N-tert-butylpyrrolidin-3-amine